4-(tert-butyl)-2-chloropyrimidine C(C)(C)(C)C1=NC(=NC=C1)Cl